5-(2-aminopropyl)-2-butyl-4-methoxybenzonitrile NC(CC=1C(=CC(=C(C#N)C1)CCCC)OC)C